Methyl 2-(2-(2-(4-(13,13-dimethyl-3,11-dioxo-4,7,12-trioxa-2,10-diazatetradecyl)phenyl)thiazole-4-carboxamido)acrylamido)acrylate CC(OC(NCCOCCOC(NCC1=CC=C(C=C1)C=1SC=C(N1)C(=O)NC(C(=O)NC(C(=O)OC)=C)=C)=O)=O)(C)C